C1(=CC=CC=C1)C=1C(OC(C1C1=CC=CC=C1)=O)=O 3,4-Diphenylfuran-2,5-dione